ClC=1C=C(C(=C(C1)O)C)O 5-chloro-2-methylbenzene-1,3-diol